[N+](=O)([O-])C=1C=C(C(=NC1)N1N=NC=C1)C(F)(F)F 5-nitro-2-(1H-1,2,3-triazol-1-yl)-3-(trifluoromethyl)pyridine